2-((2S)-1-((Z)-2-fluoro-3-(thiazol-2-yl)acryloyl)-4-(8-fluoro-7-(5-methyl-1H-indazol-4-yl)-2-(((S)-1-methylpyrrolidin-2-yl)methoxy)quinazolin-4-yl)piperazin-2-yl)acetonitrile F\C(\C(=O)N1[C@H](CN(CC1)C1=NC(=NC2=C(C(=CC=C12)C1=C2C=NNC2=CC=C1C)F)OC[C@H]1N(CCC1)C)CC#N)=C/C=1SC=CN1